2-(3,8-diazabicyclo-[3.2.1]octan-8-yl)-N-((S)-chroman-4-yl)benzo[d]thiazole-6-carboxamide C12CNCC(CC1)N2C=2SC1=C(N2)C=CC(=C1)C(=O)N[C@H]1CCOC2=CC=CC=C12